[3-(4-chloro-3-cyclopropyl-phenoxy)azetidin-1-yl]-[6-[5-(1-hydroxycyclopropyl)-4H-1,2,4-triazol-3-yl]-2-azaspiro[3.3]heptan-2-yl]methanone ClC1=C(C=C(OC2CN(C2)C(=O)N2CC3(C2)CC(C3)C3=NN=C(N3)C3(CC3)O)C=C1)C1CC1